OCCOC(C=C)=O.[Na].C(C)N(C=1C=C(C(=O)N)C=CC1)C1CCOCC1 3-(ethyl-(tetrahydro-2H-pyran-4-yl)amino)benzamide sodium Hydroxyethyl-acrylate